[4-[1-methyl-4-(trifluoromethyl)imidazol-2-yl]-2-(trifluoromethyl)phenyl]methanol CN1C(=NC(=C1)C(F)(F)F)C1=CC(=C(C=C1)CO)C(F)(F)F